methyl 4-(benzyloxy)-2-methyl-5-nitro-[1,1'-biphenyl]-3-carboxylate C(C1=CC=CC=C1)OC1=C(C(=C(C=C1[N+](=O)[O-])C1=CC=CC=C1)C)C(=O)OC